2-(2-((5-(1-aminoisoquinolin-5-yl)-2-(1-(ethylsulfonyl)azetidin-3-yl)-2H-indazol-3-yl)methoxy)phenyl)acetic acid NC1=NC=CC2=C(C=CC=C12)C1=CC2=C(N(N=C2C=C1)C1CN(C1)S(=O)(=O)CC)COC1=C(C=CC=C1)CC(=O)O